distearyldimethylammonium aluminum magnesium chloride [Cl-].[Mg].[Al].C(CCCCCCCCCCCCCCCCC)[N+](C)(C)CCCCCCCCCCCCCCCCCC